2-(5-Bromothiophene-2-yl)ethane-1-amine hydrochloride Cl.BrC1=CC=C(S1)CCN